[1-(tert.Butoxycarbonyl)-1,2,3,6-tetrahydropyridin-4-yl]boronic acid C(C)(C)(C)OC(=O)N1CCC(=CC1)B(O)O